CN1C2=C(OC(C1)C1=CC=C(C=C1)C(F)(F)F)C=CC(=C2)CNC(OC(C)(C)C)=O tert-butyl ((4-methyl-2-(4-(trifluoromethyl)phenyl)-3,4-dihydro-2H-benzo[b][1,4]oxazin-6-yl)methyl)carbamate